(Z)-4-(1-(4-amino-2-fluorobut-2-en-1-yl)-2-ethyl-1H-benzo[d]imidazol-4-yl)-N,N-dimethylbenzenesulfonamide Hydrochloride Cl.NC\C=C(\CN1C(=NC2=C1C=CC=C2C2=CC=C(C=C2)S(=O)(=O)N(C)C)CC)/F